ClC1=C(C=C(C(=N1)OC)C1CCN(CC1)C(=O)OC(C)(C)C)C=1C=NOC1 tert-butyl 4-(6-chloro-5-(isoxazol-4-yl)-2-methoxypyridin-3-yl)piperidine-1-carboxylate